BrC1=CC(=C(C#N)C=C1)CN(C)C1CCCCC1 4-bromo-2-((cyclohexyl-(methyl)amino)methyl)benzonitrile